trans-N-(8-amino-6-(4-methyl-2-(1-methyl-1H-pyrazol-3-yl)pyridin-3-yl)isoquinolin-3-yl)-2-(1-methyl-1H-pyrazol-4-yl)cyclopropane-1-carboxamide NC=1C=C(C=C2C=C(N=CC12)NC(=O)[C@H]1[C@@H](C1)C=1C=NN(C1)C)C=1C(=NC=CC1C)C1=NN(C=C1)C